6-(2,3-Dimethoxyphenyl)-N-((1r,3r)-3-methoxycyclobutyl)-2-(1-methyl-1H-imidazol-2-yl)-5-phenylpyrrolo[2,1-f][1,2,4]triazin-4-amine COC1=C(C=CC=C1OC)C=1C(=C2C(=NC(=NN2C1)C=1N(C=CN1)C)NC1CC(C1)OC)C1=CC=CC=C1